C(C)OC(/C(=C\C=1SC=CN1)/F)=O (E)-2-fluoro-3-(thiazol-2-yl)acrylic acid ethyl ester